3,5-difluoro-4-{6-[4-fluoro-3-(trifluoromethyl)phenyl]-2-(propan-2-yl)imidazo[1,2-a]pyrazin-3-yl}phenoxyphosphonic acid FC=1C=C(OP(O)(O)=O)C=C(C1C1=C(N=C2N1C=C(N=C2)C2=CC(=C(C=C2)F)C(F)(F)F)C(C)C)F